N-(5-(methoxymethyl)-4'-((3-(methylsulfonyl)phenyl)amino)-[2,3'-bipyridin]-6'-yl)acetamide COCC=1C=CC(=NC1)C=1C=NC(=CC1NC1=CC(=CC=C1)S(=O)(=O)C)NC(C)=O